C1(CCCCC1)C(=O)N1C[C@@H]2N(CCC3=CC=CC=C23)C(C1)=O (R)-2-(cyclohexanecarbonyl)-2,3,6,7-tetrahydro-1H-pyrazino[2,1-a]isoquinolin-4(11bH)-one